2-(5-chlorobenzofuran-2-yl)-5-(sec-butyldithio)-1,3,4-oxadiazole ClC=1C=CC2=C(C=C(O2)C=2OC(=NN2)SSC(C)CC)C1